CC(C)(C)C1=CC=2NC3=CC(=CC(=C3OC2C(=C1)C(C)(C)C)C(C)(C)C)C(C)(C)C 2,4,6,8-tetrakis(1,1-dimethylethyl)-10H-Phenoxazine